tetraiodobenzene C1=CC(=C(C(=C1I)I)I)I